[1,1'-biphenyl]-4-ylglycine C1(=CC=C(C=C1)NCC(=O)O)C1=CC=CC=C1